ClC=1C=C(C=CC1)CCN1[C@H](CN[C@H](C1)COC1=CC=C(C=C1)S(=O)(=O)C)C cis-1-[2-(3-chlorophenyl)ethyl]-5-[(4-methanesulfonylphenoxy)methyl]-2-methylpiperazine